OC1=C(C=C(C=C1C)C1(CCC(CC1)C(C)(C)C1=CC(=C(C(=C1)C)O)C)C)C 4-[1-[4-(4-hydroxy-3,5-dimethylphenyl)-4-methylcyclohexyl]-1-methylethyl]-2,6-dimethylphenol